CSC1=NC=C(C(=N1)NCCC1=CC=C(C=C1)[N+](=O)[O-])C=O 2-(methylthio)-4-((4-nitrophenylethyl)amino)pyrimidine-5-carbaldehyde